C(C)(C)(C)OC(=O)N1CCC(CC1)C1=CN=C(S1)N 4-(2-aminothiazol-5-yl)-piperidine-1-carboxylic acid tert-butyl ester